The molecule is a glycosylsphingoid in which a beta-D-galactosyl residue is attached to the primary hydroxyl group of sphinganine. It is a conjugate base of a beta-D-galactosyl-(1<->1')-sphinganine(1+). CCCCCCCCCCCCCCC[C@H]([C@H](CO[C@H]1[C@@H]([C@H]([C@H]([C@H](O1)CO)O)O)O)N)O